C(C)OC(=O)C1=CNC(NC1C1=CC=C(C=C1)Br)=O 5-ethoxycarbonyl-6-(4-bromophenyl)-1,6-dihydropyrimidinone